FC1CN(C1)C(C)=O 1-(3-fluoroazetidin-1-yl)ethanone